4-ethyl-2-((3R,4S)-6-fluoro-4-hydroxy-1-isopropyl-3-(o-tolyl)-1,2,3,4-tetrahydroquinolin-7-yl)-5-(hydroxymethyl)-2,4-dihydro-3H-1,2,4-triazol-3-one C(C)N1C(N(N=C1CO)C1=C(C=C2[C@H]([C@@H](CN(C2=C1)C(C)C)C1=C(C=CC=C1)C)O)F)=O